6-(2,2-Dimethyl-morpholin-4-yl)-2-ethylsulfanyl-N-[(3-fluorophenyl)-methyl]-4-methyl-pyridine-3-carboxylic acid amide CC1(CN(CCO1)C1=CC(=C(C(=N1)SCC)C(=O)NCC1=CC(=CC=C1)F)C)C